C1(CC1)C=1N=CN(C1)C=1C(=CC(=C(C(=O)NC2=NC(=CC=C2)C2=NN=NN2C2CC2)C1)F)C 5-(4-cyclopropyl-1H-imidazol-1-yl)-2-fluoro-N-(6-(1-cyclopropyl-1H-tetrazol-5-yl)pyridin-2-yl)-4-methylbenzamide